5-ethynylspiro[2.3]hexane C(#C)C1CC2(CC2)C1